C(C)(=O)C1=C(O)C=C(C(=C1O)C(C)=O)O 2,4-diacetyl-phloroglucinol